3-(3-(trans-3-(trifluoromethoxy)cyclobutyl)isoxazol-5-yl)bicyclo[1.1.1]pentan-1-amine FC(O[C@@H]1C[C@H](C1)C1=NOC(=C1)C12CC(C1)(C2)N)(F)F